CN(CCN(C1=C(C=C(C(=C1)OC)NC1=NC=CC(=N1)C1=CN(C2=CC=CC=C12)C)NC(C=C)=O)C)C N-[2-[2-(dimethylamino)ethylmethylamino]-4-methoxy-5-[[4-(1-methylindol-3-yl)pyrimidin-2-yl]amino]phenyl]prop-2-enamide